C(C=C)(=O)O.[Sn] tin acrylic acid